FC=1C(=NC(=NC1)C1=NN(C(=C1)C1=NOC=C1)CC1=C(C=CC=C1)F)N[C@H](C(=O)O)C(C)C (S)-2-((5-fluoro-2-(1-(2-fluorobenzyl)-5-(isoxazol-3-yl)-1H-pyrazol-3-yl)pyrimidin-4-yl)amino)-3-methylbutyric acid